3-((4-(4-(2-(2-(5-((5-chloro-4-(piperidin-1-yl)pyrimidin-2-yl)amino)pyridin-3-yl)-1-oxo-2,8-diazaspiro[4.5]decan-8-yl)ethyl)piperidin-1-yl)phenyl)amino)piperidine-2,6-dione ClC=1C(=NC(=NC1)NC=1C=C(C=NC1)N1C(C2(CC1)CCN(CC2)CCC2CCN(CC2)C2=CC=C(C=C2)NC2C(NC(CC2)=O)=O)=O)N2CCCCC2